C(C)N(CCOC1=CC=2C(C3=CC(=CC=C3C2C=C1)OCCN(CC)CC)=O)CC 2,7-Bis[2-(diethylamino)ethoxy]-9H-fluoren-9-one